NC1=NC=2C=NC(=CC2C2=C1COC2)C(=O)N2[C@@H](COCC2)C=2C=NC(=CC2)C (4-amino-1,3-dihydrofuro[3,4-c][1,7]naphthyridin-8-yl)-[(3R)-3-(6-methyl-3-pyridyl)morpholin-4-yl]methanone